[Te].[Sb].[Ge].[Si] silicon germanium antimony tellurium